4-(9H-carbazole-9-yl)-2-(pyridin-2-yl)phenol C1=CC=CC=2C3=CC=CC=C3N(C12)C1=CC(=C(C=C1)O)C1=NC=CC=C1